(2R,3S,4R,5R)-2-[2-(2-aminoquinolin-7-yl)ethyl]-5-(4-methyl-7H-pyrrolo[2,3-d]pyrimidin-7-yl)tetrahydrothiophene-3,4-diol NC1=NC2=CC(=CC=C2C=C1)CC[C@H]1S[C@H]([C@@H]([C@@H]1O)O)N1C=CC2=C1N=CN=C2C